O1CCNCCC1=O 1,4-oxazepan-7-on